1-((7-((1aR,7bS)-3-(azetidin-3-yl)-6-chloro-1a,2,3,7b-tetrahydro-1H-cyclopropa[c]quinolin-4-yl)thieno[3,2-b]pyridin-2-yl)methyl)pyrrolidine-2,5-dione, formic acid salt C(=O)O.N1CC(C1)N1C[C@H]2[C@@H](C=3C=C(C=C(C13)C1=C3C(=NC=C1)C=C(S3)CN3C(CCC3=O)=O)Cl)C2